(6-(methoxymethyl)pyridazin-3-yl)methanol COCC1=CC=C(N=N1)CO